ClC=1C=C2C=C(N=CC2=C(N1)Cl)NC(=O)[C@H]1[C@@H](C1)C=1C=NSC1 trans-N-(6,8-dichloro-2,7-naphthyridin-3-yl)-2-(1,2-thiazol-4-yl)cyclopropane-1-carboxamide